hexamethyldiacetamide CC(C(NC(C(C)(C)C)=O)=O)(C)C